5-acetamido-3-(4,5-dioxaborolan-2-yl)-1H-pyrrolo[2,3-c]pyridine-1-carboxylic acid tert-butyl ester C(C)(C)(C)OC(=O)N1C=C(C=2C1=CN=C(C2)NC(C)=O)C2BOOC2